N-(3-(4-(cyclopropylmethyl)piperazin-1-yl)phenyl)-4-fluoro-7-methyl-1H-indole C1(CC1)CN1CCN(CC1)C=1C=C(C=CC1)N1C=CC2=C(C=CC(=C12)C)F